bis(4-aminophenyl)-4,4'-bipyridine dibromide chloride [Cl-].[Br-].[Br-].NC1=CC=C(C=C1)C=1C(=NC=CC1C1=CC=NC=C1)C1=CC=C(C=C1)N